(S)-2-(6-chloro-2-((S)-3,3,3-trifluoro-2-hydroxy-2-methylpropionyl)-1,2,3,4-Tetrahydroisoquinolin-8-yl)pyrrolidine-1-carboxylic acid tert-butyl ester C(C)(C)(C)OC(=O)N1[C@@H](CCC1)C=1C=C(C=C2CCN(CC12)C([C@](C(F)(F)F)(C)O)=O)Cl